(R)-2-((R)-1-Cyclopropyl-2-hydroxy-2-methylpropyl)-3-methyl-7-(4-(5-methyl-1,3,4-oxadiazol-2-yl)phenyl)isoindolin-1-one C1(CC1)[C@H](C(C)(C)O)N1C(C2=C(C=CC=C2[C@H]1C)C1=CC=C(C=C1)C=1OC(=NN1)C)=O